2-(4-trimethylsiloxycyclohexyl)isoindoline-1,3-dione C[Si](OC1CCC(CC1)N1C(C2=CC=CC=C2C1=O)=O)(C)C